ethyl-n-butyric acid C(C)C(C(=O)O)CC